C1(=CC=CC=C1)C(C#CC(=O)O)(CCCCCCCC)O phenylhydroxydodecynoic acid